C(C)(C)(C)C1=NN(C(=C1)C(=O)N=[N+]=[N-])C1=CC=CC=C1 3-(tert-butyl)-1-phenyl-1H-pyrazole-5-carbonyl azide